(S,Z)-Ethyl-Citronellol C(C)C\C(\C)=C/CC[C@H](C)CCO